CC1=NC2=C(N1)C=CC(=C2)OB(O)O (2-methyl-1H-benzoimidazol-5-yl)boric acid